FC(OC1=CC=C(N)C=C1)F 4-difluoromethoxyaniline